(Z)-N'-ethoxy-6-(4-methyl-1-(2-nitrophenyl)-5-oxo-4,5-dihydro-1H-1,2,4-triazol-3-yl)-5-(N-methylsulfamoyl)picolinimidamide C(C)O\N=C(\C1=NC(=C(C=C1)S(NC)(=O)=O)C1=NN(C(N1C)=O)C1=C(C=CC=C1)[N+](=O)[O-])/N